1-(4-{4-[(5R)-5-phenyl-4,5-dihydro-1,2-oxazol-3-yl]-1,3-thiazol-2-yl}piperidin-1-yl)ethanone C1(=CC=CC=C1)[C@H]1CC(=NO1)C=1N=C(SC1)C1CCN(CC1)C(C)=O